3-((4-chlorobenzyl)amino)-2-methyl-1-(p-tolyl)prop-2-en-1-one ClC1=CC=C(CNC=C(C(=O)C2=CC=C(C=C2)C)C)C=C1